(2-(5-(1-(3,5-Difluorophenyl)ethoxy)-1H-indazol-3-yl)-4,6-dihydropyrrolo[3,4-d]imidazol-5(1H)-yl)(4-methylpiperazin-1-yl)ketone FC=1C=C(C=C(C1)F)C(C)OC=1C=C2C(=NNC2=CC1)C1=NC2=C(N1)CN(C2)C2N(CCN(C2)C)C(=O)N2C(CN(CC2)C)N2CC=1NC(=NC1C2)C2=NNC1=CC=C(C=C21)OC(C)C2=CC(=CC(=C2)F)F